2-(but-2-yn-1-yl)-7-((2S,5R)-2,5-diethyl-4-(1-(4-fluoro-2-(trifluoromethyl)phenyl)ethyl)piperazin-1-yl)-4-methyl-2,4-dihydro-5H-pyrazolo[4,3-b]pyridin-5-one C(C#CC)N1N=C2C(N(C(C=C2N2[C@H](CN([C@@H](C2)CC)C(C)C2=C(C=C(C=C2)F)C(F)(F)F)CC)=O)C)=C1